N-(2-{5-[2-(2-acetamidoacetyl)-1,3-dioxo-2,3-dihydro-1H-indene-5-carbonyl]-1,3-dioxo-2,3-dihydro-1H-inden-2-yl}-2-oxoethyl)acetamide C(C)(=O)NCC(=O)C1C(C2=CC=C(C=C2C1=O)C(=O)C=1C=C2C(C(C(C2=CC1)=O)C(CNC(C)=O)=O)=O)=O